C(C)(=O)C1=C(N(C(=C1)C1CCC1)C1=CC=C(C#N)C=C1)C 4-(3-acetyl-5-cyclobutyl-2-methyl-1H-pyrrol-1-yl)benzonitrile